IC1=NN(C2=CC(=CC=C12)C(F)(F)F)C1OCCCC1 3-iodo-1-(tetrahydro-2H-pyran-2-yl)-6-(trifluoromethyl)-1H-indazole